OCC1(C(NC(N1CC1(CCC(CC1)N1C(N(C(C(C1=O)=C(N)N)=O)CCCC)=O)C)=O)=O)CO ((1s,4s)-4-((5,5-Bis(hydroxymethyl)-2,4-dioxoimidazolidin-1-yl)methyl)-4-methylcyclohexyl)-3-butyl-5-(diaminomethylene)pyrimidine-2,4,6(1H,3H,5H)-trione